3-(7-amino-6-(5-methylbenzo[b]thiophen-4-yl)pyrazolo[1,5-a]pyrimidin-3-yl)-1,2,4-oxadiazol-5(4H)-one NC1=C(C=NC=2N1N=CC2C2=NOC(N2)=O)C2=C(C=CC=1SC=CC12)C